4-(((2-(pyrrolidin-1-yl)ethyl)carbamoyl)oxy)pentanoic acid N1(CCCC1)CCNC(=O)OC(CCC(=O)O)C